9-(hydroxyimino)-N2,N7-dipropyl-9H-fluorene-2,7-disulfonamide ON=C1C2=CC(=CC=C2C=2C=CC(=CC12)S(=O)(=O)NCCC)S(=O)(=O)NCCC